6-((15-hydroxypentadecyl)oxy)-1,3-diisopropyl-1H-benzo[d]imidazol-3-ium methanesulfonate CS(=O)(=O)[O-].OCCCCCCCCCCCCCCCOC=1C=CC2=C(N(C=[N+]2C(C)C)C(C)C)C1